ethyl (2S,3S)-3-(tert-butoxycarbonylamino)-2-[(3-nitro-2-pyridyl)amino]-3-phenyl-propanoate C(C)(C)(C)OC(=O)N[C@H]([C@@H](C(=O)OCC)NC1=NC=CC=C1[N+](=O)[O-])C1=CC=CC=C1